C(C=C)[Se]C[C@H](N)C(=O)O 3-(2-propenyl-seleno)-L-alanine